C(#N)C1=NN(C(=C1)CC=1C(=NC=CC1)C1=C(C=C(C=C1[C@@H](C)O)F)F)C(=O)N(C)C 3-cyano-5-((2-(2,4-difluoro-6-((R)-1-hydroxyethyl)phenyl)pyridin-3-yl)methyl)-N,N-dimethyl-1H-pyrazole-1-carboxamide